2-(4-(((5-fluoro-6-(3-(4-(trifluoromethoxy)phenyl)morpholino)pyrimidin-4-yl)amino)methyl)piperidin-1-yl)acetamide FC=1C(=NC=NC1N1C(COCC1)C1=CC=C(C=C1)OC(F)(F)F)NCC1CCN(CC1)CC(=O)N